Cl.N1(CCC1)C1=NN=C(C2=CC=C(C=C12)[N+](=O)[O-])N1C[C@@H](CC1)N (R)-1-(4-(azetidin-1-yl)-6-nitrophthalazin-1-yl)pyrrolidin-3-amine hydrochloride